tert-butyl (2S,4R)-4-(2,3-dichloro-6-methoxyphenyl)-2-[[(2-methoxy-2-oxoethyl)amino]methyl]piperidine-1-carboxylate trifluoroacetic acid salt FC(C(=O)O)(F)F.ClC1=C(C(=CC=C1Cl)OC)[C@H]1C[C@H](N(CC1)C(=O)OC(C)(C)C)CNCC(=O)OC